(4-(cyclopropylamino)piperidin-1-yl)(6-((5-fluoro-4-(4-fluoro-1-isopropyl-2-methyl-1H-benzo[d]imidazol-6-yl)pyrimidin-2-yl)amino)-2-methylpyridin-3-yl)methanone C1(CC1)NC1CCN(CC1)C(=O)C=1C(=NC(=CC1)NC1=NC=C(C(=N1)C=1C=C(C2=C(N(C(=N2)C)C(C)C)C1)F)F)C